nonyl 8-((7,7-bis(((Z)-non-6-en-1-yl)oxy)heptyl)(2-hydroxyethyl)amino)octanoate C(CCCC\C=C/CC)OC(CCCCCCN(CCCCCCCC(=O)OCCCCCCCCC)CCO)OCCCCC\C=C/CC